BrC=1C=C2C(=CC(N(C2=CC1)C)=O)NC1CCC(CC1)OC 6-bromo-4-(((1r,4r)-4-methoxycyclohexyl)amino)-1-methylquinolin-2(1H)-one